O=C1CN(CCN1)CCNCC=1N=C2N(C(C1)=O)C=CC=C2 (((2-(3-oxopiperazin-1-yl)ethyl)amino)methyl)-4H-pyrido[1,2-a]pyrimidin-4-one